C(C1=CC=CC=C1)N1C[C@H](CC1)CCNC(=O)N1[C@@H](CN(CC1)C1=CC(=C(C=C1)OC(F)(F)F)C#N)C (2R)-N-{2-[(3S)-1-benzylpyrrolidin-3-yl]ethyl}-4-[3-cyano-4-(trifluoromethoxy)phenyl]-2-methylpiperazine-1-carboxamide